NC=1C(=NC(=CC1)C1=CC2=C(C=CC=C2C=C1)NC(C=C)=O)C(=O)NC1CCC(CC1)N(C)CCOC 3-amino-6-[8-(prop-2-enamido)naphthalen-2-yl]-N-[(1r,4r)-4-[(2-methoxyethyl)(methyl)amino]cyclohexyl]pyridine-2-carboxamide